C(C)N1C=NC2=C1N=NC=C2I 7-ethyl-4-iodo-7H-imidazo[4,5-c]Pyridazine